2-[7-fluoro-3,4-dihydro-3-oxo-4-(2-propynyl)-2H-1,4-Benzoxazin-6-yl]-4,5,6,7-tetrahydro-1H-isoindole-1,3(2H)-dione FC1=CC2=C(N(C(CO2)=O)CC#C)C=C1N1C(C=2CCCCC2C1=O)=O